ClC1=C(C(=CC=C1)F)NC(C1=C(C=C(C(=C1)F)C1=NC(=C2N1CCCC2)CO)O[C@H](C(F)(F)F)C)=O (S)-N-(2-chloro-6-fluorophenyl)-5-fluoro-4-(1-(hydroxymethyl)-5,6,7,8-tetrahydroimidazo[1,5-a]pyridin-3-yl)-2-((1,1,1-trifluoropropan-2-yl)oxy)benzamide